CN1C(N(CC=2C1=NC(=NC2)NC2=CC=C(C=C2)N2CCN(CC2)C)[C@H]2CCN(C1=CC=CC=C21)C(C=C)=O)=O 1-methyl-7-[4-(4-methylpiperazin-1-yl)anilino]-3-[(4S)-1-prop-2-enoyl-3,4-dihydro-2H-quinolin-4-yl]-4H-pyrimido[4,5-d]pyrimidin-2-one